OC(C#C\C(=C/C=O)\C1=CC=C(C=C1)OC)(C#C[Si](C(C)C)(C(C)C)C(C)C)C1=CC=C(C=C1)[N+](=O)[O-] (Z)-6-hydroxy-3-(4-methoxyphenyl)-6-(4-nitrophenyl)-8-(triisopropylsilyl)oct-2-ene-4,7-diyne-1-al